FC(C=1N=C(SC1)N1CCN(CC1)S(=O)(=O)C1=CC=C(N=N1)C=1C(=C(C(=O)N)C=CC1)N(S(=O)(=O)C)C)F (6-((4-(4-(difluoromethyl)thiazol-2-yl)piperazin-1-yl)sulfonyl)pyridazin-3-yl)-2-(N-methylmethylsulfonamido)benzamide